ClC=1C=C(N)C=CC1N1CCC(CC1)N(C)C 3-chloro-4-(4-(dimethylamino)piperidin-1-yl)aniline